O-(chloromethyl) S-ethylthiocarboxylate C(C)S=COCCl